C(C1=CC=CC=C1)OC1=NC(=CC=C1C1=NN(C2=C(C=CC=C12)CC1OCCO1)C)OCC1=CC=CC=C1 3-(2,6-dibenzyloxy-3-pyridyl)-7-(1,3-dioxolan-2-ylmethyl)-1-methyl-indazole